2-(2-ethylhexyl)-4,7-diphenyl-2H-benzo[D][1,2,3]triazole C(C)C(CN1N=C2C(=N1)C(=CC=C2C2=CC=CC=C2)C2=CC=CC=C2)CCCC